Tert-butyl N-[3-[3-[3-(2,6-dioxo-3-piperidyl)-2-oxo-1,3-benzoxazol-6-yl]prop-2-ynoxy]propyl]-N-methyl-carbamate O=C1NC(CCC1N1C(OC2=C1C=CC(=C2)C#CCOCCCN(C(OC(C)(C)C)=O)C)=O)=O